CN(CCCCNC(OC(CCC\C=C/CCCCC)C(CCC\C=C/CCCCC)CCC\C=C/CCCCC)=S)C (6Z,16Z)-12-((Z)-Dec-4-en-1-yl)docosa-6,16-dien-11-yl (4-(dimethylamino)-butyl)carbamothioate